(R)-2-amino-3-(3-(4-chloro-1-ethyl-3-methyl-1H-pyrazol-5-yl)-5-fluorobenzamido)propanoic acid N[C@@H](C(=O)O)CNC(C1=CC(=CC(=C1)F)C1=C(C(=NN1CC)C)Cl)=O